N1C(=CC2=CC=CC=C12)C=CC(=O)[O-] Indolacrylat